C(C)OC(=O)N1NN2C(C=CC=C2)=C1 Triazolo[1,5-a]Pyridine-2-carboxylic acid ethyl ester